2-{3-[(3R,5S)-3,5-dimethylpiperazin-1-yl]-1,2,4-triazin-6-yl}-5-(6-methyl[1,3]thiazolo[4,5-b]pyrazin-2-yl)phenol dihydrochloride Cl.Cl.C[C@@H]1CN(C[C@@H](N1)C)C=1N=NC(=CN1)C1=C(C=C(C=C1)C=1SC=2C(=NC=C(N2)C)N1)O